ClC=1C=C(C=C(C1OC=1C=C2C(=NC1)N(N=C2C)COCC[Si](C)(C)C)Cl)NC(=O)C2=NOC(N2)=O N-(3,5-dichloro-4-((3-methyl-1-((2-(trimethylsilyl)ethoxy)methyl)-1H-pyrazolo[3,4-b]pyridin-5-yl)oxy)phenyl)-5-oxo-4,5-dihydro-1,2,4-oxadiazole-3-carboxamide